1-(oxetan-3-ylmethyl)-1H-benzo[d]Imidazole-6-carboxylic acid methyl ester COC(=O)C=1C=CC2=C(N(C=N2)CC2COC2)C1